1',2',3',6'-tetrahydro-3,4'-bipyridine N1=CC(=CC=C1)C=1CCNCC1